4-benzyloxypyridine-3-carboxylic acid C(C1=CC=CC=C1)OC1=C(C=NC=C1)C(=O)O